1-(4-(pyridin-4-yloxy)phenyl)benzene-1,2-diamine N1=CC=C(C=C1)OC1=CC=C(C=C1)C1(C(C=CC=C1)N)N